(+-)-rel-(1S,3S)-1-(4-bromophenyl)-8-(4-methoxybenzyl)-8-azabicyclo[3.2.1]octan-3-ol BrC1=CC=C(C=C1)[C@@]12C[C@H](C[C@@H](CC1)N2CC2=CC=C(C=C2)OC)O |o1:7,9,&1:11|